(1S,2R)-2-isopropyl-cyclopropanecarboxylic acid (1,3-dioxoisoindolin-2-yl) ester O=C1N(C(C2=CC=CC=C12)=O)OC(=O)[C@@H]1[C@H](C1)C(C)C